CC=1N=NSC1C(=O)N1CCN(CC1)C(=O)C1=CC=C(C=C1)N1CNC2=C1C(=CC=C2)C(=O)N 3-(4-(4-(4-methyl-1,2,3-thiadiazole-5-carbonyl)piperazine-1-carbonyl)phenyl)-1H-benzo[d]imidazole-4-carboxamide